O1[C@@H](COCC1)COC=1C(=C2N(CCC3=CC(=C(C=C23)C#N)OCC(F)(F)F)C(C1)=O)C 2-((S)-1-[1,4]dioxan-2-ylmethoxy)-1-methyl-4-oxo-9-(2,2,2-trifluoro-ethoxy)-6,7-dihydro-4H-pyrido[2,1-a]isoquinoline-10-carbonitrile